ISOXAZOLE-5-BORONIC ACID O1N=CC=C1B(O)O